N1C[C@H](CC1)N1N=C(C2=C1C(NN=C2N)=O)C2=CC1=C(S2)C(=CC(=C1)C)OC (S)-1-(pyrrolidin-3-yl)-4-amino-3-(7-methoxy-5-methylbenzo[b]thiophen-2-yl)-1,6-Dihydro-7H-pyrazolo[3,4-d]pyridazin-7-one